1-(4,5-dimethylthiazol-2-yl)ethan-1-ol CC=1N=C(SC1C)C(C)O